benzyl-(2-hydroxypropyl)-dimethylammonium hexanoate C(CCCCC)(=O)[O-].C(C1=CC=CC=C1)[N+](C)(C)CC(C)O